tert-Butyl 4-(1-(1-(5-bromopyridin-2-yl)-2-(4-fluorophenyl)ethyl)-1H-pyrazol-4-yl)benzoate BrC=1C=CC(=NC1)C(CC1=CC=C(C=C1)F)N1N=CC(=C1)C1=CC=C(C(=O)OC(C)(C)C)C=C1